ClC1=C(C=CC=C1NC(C1=NC=C(C=C1)CNCCO)=O)C1=C(C(=CC=C1)NC(=O)C1=CC=C(C=N1)CNCCNC(OC(C)(C)C)=O)C tert-butyl (2-(((6-((2'-chloro-3'-(5-(((2-hydroxyethyl)amino)methyl) picolinamido)-2-methyl-[1,1'-biphenyl]-3-yl)carbamoyl)pyridin-3-yl)methyl)amino) ethyl)carbamate